C2-amino-5-(3-methoxypropyl)-1,3-thiazole-4-carboxylic acid ethyl ester C(C)OC(=O)C=1N=C(SC1CCCOC)N